N1(CCCCC1)CCCC=1C=C(C=C(C1)OCCCCCCCCCC=CCC=CCCCCCCCC(=O)[O-])OCCCCCCCCCC=CC\C=C/CCCCCCCC(=O)[O-] 12'(Z)-((5-(3-(piperidin-1-yl)propyl)-1,3-phenylene)bis(oxy))bis(butane-4,1-diyl)bis(octadeca-9,12-dienoate)